S(=O)(=O)(OCCN1N=NC(=C1)CN(CC=1N=NN(C1)C(C)(C)C)CC=1N=NN(C1)C(C)(C)C)O 2-[4-({bis[(1-tert-butyl-1H-1,2,3-triazol-4-yl) methyl]Amino} methyl)-1H-1,2,3-triazol-1-yl]Ethyl hydrogen sulfate